C(C)OC=1C=C(C=NC1)C=1C=CSC1 4-(5-ethoxypyridin-3-yl)thiophene